3,5-Bis(3-pyridinylphenyl)-2-methylpyrimidine N1=C(C=CC=C1)C=1C=C(C=CC1)N1C(N=CC(=C1)C1=CC(=CC=C1)C1=NC=CC=C1)C